6-(tert-butyl)-10-Methoxy-2-oxo-9-(((trifluoromethyl)sulfonyl)oxy)-6,7-dihydro-2H-pyrido[2,1-a]phthalazine-3-carboxylic acid C(C)(C)(C)N1N2C(C3=CC(=C(C=C3C1)OS(=O)(=O)C(F)(F)F)OC)=CC(C(=C2)C(=O)O)=O